C12(CC(C1)C2)NC2=NC(=NC=C2C(=O)N)NC2CCC(CC2)OCC 4-(bicyclo[1.1.1]pentan-1-ylamino)-2-((1r,4r)-4-ethoxycyclohexylamino)pyrimidine-5-carboxamide